bis-(1,3-dichloro-2-propyl) phosphate P(=O)(OC(CCl)CCl)(OC(CCl)CCl)[O-]